1-(2-methoxyethyl)-1H-benzo[d]imidazole-5-carboxylate COCCN1C=NC2=C1C=CC(=C2)C(=O)[O-]